CC=1C=CC=C2C=3C=CC(=CC3C(CC12)(C)C)OC 8,10,10-trimethyl-2-methoxyphenanthrene